[N+](#[C-])CC1=CC(=C(C=C1)OC)OC 4-(Isocyanomethyl)-1,2-dimethoxybenzene